tert-butyl (tert-butoxycarbonyl)(pent-4-en-1-yl)carbamate C(C)(C)(C)OC(=O)N(C(OC(C)(C)C)=O)CCCC=C